N-(2-(N,N-dimethylamino)ethyl)maleimide CN(C)CCN1C(C=CC1=O)=O